C(C)C1=C(C(=C(C=C1)B(O)O)F)C1=CC=CC=C1 p-ethyl-phenyl-o-fluorobenzeneboronic acid